O1[C@@H](COCC1)COC=1N2CCC3=C(C2=C(C(C1)=O)C)C=CC(=C3)OCC3CCOCC3 4-[[(2S)-1,4-dioxan-2-yl]methoxy]-1-methyl-9-(tetrahydropyran-4-ylmethoxy)-6,7-dihydrobenzo[a]quinolizin-2-one